((4-bromonaphthalene-1-yl)methyl)isoindoline BrC1=CC=C(C2=CC=CC=C12)CC1NCC2=CC=CC=C12